tert-butyl N-[(3R)-1-[4-(4-{3-cyano-9-ethyl-6,6-dimethyl-11-oxo-5H,6H,11H-benzo[b]carbazol-8-yl}piperazin-1-yl)-4-oxobutanoyl]pyrrolidin-3-yl]carbamate C(#N)C1=CC=C2C=3C(C4=C(C(C3NC2=C1)(C)C)C=C(C(=C4)CC)N4CCN(CC4)C(CCC(=O)N4C[C@@H](CC4)NC(OC(C)(C)C)=O)=O)=O